C(C)(=O)OC1(CN(C1)CC1=C(C=C(C(=C1)C)C1CN(C1)C1=C(C=CC=C1Cl)Cl)C)C 1-(4-(1-(2,6-dichlorophenyl) azetidin-3-yl)-2,5-dimethylbenzyl)-3-methylazetidin-3-yl acetate